5-methyl-1-[2-(1H-1,2,3-triazol-5-yl)acetyl]pyrrolidine-2-carboxamide CC1CCC(N1C(CC1=CN=NN1)=O)C(=O)N